2,2-bis(4-hydroxy-3,5-dichlorophenyl)propane ethyl-(S)-3-((tert-butoxycarbonyl)amino)-3-(4'-((dimethylamino)methyl)-4-fluoro-2',5,6'-trimethyl-[1,1'-biphenyl]-3-yl)propanoate C(C)OC(C[C@@H](C=1C=C(C=C(C1F)C)C1=C(C=C(C=C1C)CN(C)C)C)NC(=O)OC(C)(C)C)=O.OC1=C(C=C(C=C1Cl)C(C)(C)C1=CC(=C(C(=C1)Cl)O)Cl)Cl